CC1CNC(N1C1=CC=CC=C1)=O 5-methyl-1-phenyl-imidazolidin-2-one